(2R,3S,4R,5R)-2-(aminomethyl)-5-(4-((3-ethynylphenyl)amino)-7H-pyrrolo[2,3-d]pyrimidin-7-yl)tetrahydrofuran-3,4-diol NC[C@H]1O[C@H]([C@@H]([C@@H]1O)O)N1C=CC2=C1N=CN=C2NC2=CC(=CC=C2)C#C